NC1=CC(=C(C=C1)C(=O)N1CCS(CC1)(=O)=O)N1CCOC2(CC2)C1 [4-amino-2-(4-oxa-7-azaspiro[2.5]octan-7-yl)phenyl]-(1,1-dioxo-1,4-thiazinan-4-yl)methanone